FC1=CC=C(C=C1)C1=NC=2C(=NC(=CC2)N2CCNCC2)N1C1=CC=NC=C1 2-(4-fluorophenyl)-5-piperazin-1-yl-3-(4-pyridyl)imidazo[4,5-B]pyridine